N-(1,1,2,2,3,3-hexamethyl-2,3-dihydro-1H-cyclopenta[b]Naphthalen-4-yl)-9,9-dimethyl-9H-fluoren-2-amine CC1(C(C(C=2C1=CC1=CC=CC=C1C2NC2=CC=1C(C3=CC=CC=C3C1C=C2)(C)C)(C)C)(C)C)C